zirconium(IV) formate C(=O)[O-].[Zr+4].C(=O)[O-].C(=O)[O-].C(=O)[O-]